CC1=C(C(=NC=C1)C=1C=2N(C(=CC1)CCC(=O)O)C=CN2)C(F)(F)F 3-(8-(4-methyl-3-(trifluoromethyl)pyridin-2-yl)imidazo[1,2-a]pyridin-5-yl)propionic acid